C(C)(C)N(CCC1=CNC2=CC=CC=C12)C(C)C N,N-diisopropyltryptamine